C(C)(C)(C)C1CCN(CC1)C(=O)C1(CCCC1)CNC1=CC=C(C#N)C=C1 4-((1-(4-(tert-butyl)piperidine-1-carbonyl)cyclopentyl)methylamino)benzonitrile